N1=C(C=CC=C1)C=1OC2=C(C1)C=CC=C2 pyridyl-1-benzofuran